ClC=1SCCN1 chlorothiazoline